4-bromo-14-chloro-15,20-dimethoxy-17,17-dioxo-10-oxa-17λ6-thia-18-azatetracyclo[17.3.1.112,16.02,7]tetracosa-1(22),2(7),3,5,12,14,16(24),19(23),20-nonaen-11-one BrC1=CC=2C3=CC=C(C(NS(C=4C(=C(C=C(C(OCCC2C=C1)=O)C4)Cl)OC)(=O)=O)=C3)OC